2-pyrrolate N1C(=CC=C1)C(=O)[O-]